C(C)(C)NC(=CC(CC)=O)C 5-(isopropylamino)-4-hexen-3-one